C(#N)C=1C=CC2=CN(N=C2C1OC1CN(C1)C(=O)OC(C)(C)C)CC1=C2C=CNC2=C(C=C1S(=O)(=O)C)C tert-butyl 3-((6-cyano-2-((7-methyl-5-(methylsulfonyl)-1H-indol-4-yl)-methyl)-2H-indazol-7-yl)oxy)azetidine-1-carboxylate